NC1=CC=C(C=C1)OC(=O)C1CCC(CC1)C(=O)OC1=CC=C(C=C1)N Bis(4-aminophenyl)-cyclohexane-1,4-dicarboxylate